BrC(COC1=C(C=C(C=C1Br)C(C)(C)C1=CC(=C(C(=C1)Br)OCC(CBr)Br)Br)Br)CBr 2,2-bis[4-(2,3-dibromopropyloxy)-3,5-dibromophenyl]propane